N-[2-(2-aminoethoxy)ethyl]-2-[(9S)-7-(4-chlorophenyl)-4,5,13-trimethyl-3-thia-1,8,11,12-tetraazatricyclo[8.3.0.02,6]trideca-2(6),4,7,10,12-pentaen-9-yl]acetamide NCCOCCNC(C[C@@H]1N=C(C=2C(=C(SC2N2C(=NN=C12)C)C)C)C1=CC=C(C=C1)Cl)=O